OCCOC(C=C)=O acrylic-β-hydroxyethyl ester